FC1=C(C(=CC=C1)OC)C1=CC2=C(N(N=C2C=C1)C1CNCCC1)NC1=CC=NC=C1 5-(2-fluoro-6-methoxyphenyl)-2-(piperidin-3-yl)-N-(pyridin-4-yl)-2H-indazol-3-amine